BrC=1C=C(C(=NC1O[C@@H](C)C1=CC(=CC(=C1)F)F)C)C(N(C)CC)=N {5-Bromo-6-[(1S)-1-(3,5-difluorophenyl)ethoxy]-2-methylpyridin-3-yl}-N-ethyl-N-methylimidoformamide